C(C)(C)(C)OC(=O)N[C@@H](C(C)C)C(=O)OCC1(N2CCC(C1=O)CC2)COC (2-(methoxymethyl)-3-oxoquinuclidin-2-yl)methyl (tert-butoxycarbonyl)-L-valinate